C(=O)C=1C=C(C=NC1C)C(=O)N[C@@H]1[C@H](CCCC1)O 5-formyl-N-[(1S,2S)-2-hydroxycyclohexyl]-6-methylpyridine-3-carboxamide